C(C1=CC=CC=C1)N1CCN(CC1)C1=NC=C(C=N1)C=1C=2N(C=C(C1)C=1C=NN(C1)C)N=CC2C#N 4-(2-(4-benzylpiperazin-1-yl)pyrimidin-5-yl)-6-(1-methyl-1H-pyrazol-4-yl)pyrazolo[1,5-a]pyridine-3-carbonitrile